CC1(OCCC(C1)C=1C=C2C=C(NC2=CC1)C(=O)OCC)C ethyl 5-(2,2-dimethyltetrahydro-2H-pyran-4-yl)-1H-indole-2-carboxylate